(S)-2-amino-5-(2-amino-1H-imidazol-1-yl)-N-((R)-1-(4-(4-(3-cyano-9-ethyl-6,6-dimethyl-11-oxo-6,11-dihydro-5H-benzo[b]carbazol-8-yl)piperazin-1-yl)butanoyl)pyrrolidin-3-yl)pentanamide N[C@H](C(=O)N[C@H]1CN(CC1)C(CCCN1CCN(CC1)C=1C(=CC2=C(C(C=3NC4=CC(=CC=C4C3C2=O)C#N)(C)C)C1)CC)=O)CCCN1C(=NC=C1)N